(4aS,9aR)-7-(trifluoromethyl)-4,4a,9,9a-tetrahydroindeno[2,1-b][1,4]oxazin-3(2H)-one FC(C1=CC=2C[C@H]3OCC(N[C@H]3C2C=C1)=O)(F)F